Cl.C(C)(=O)[O-].[NH4+] ammonium acetate-HCl